Tert-butyl (2S,4R)-2-((2'-chloro-2-fluoro-5'-sulfamoyl-[1,1'-biphenyl]-3-yl) carbamoyl)-4-fluoropyrrolidine-1-carboxylate ClC1=C(C=C(C=C1)S(N)(=O)=O)C1=C(C(=CC=C1)NC(=O)[C@H]1N(C[C@@H](C1)F)C(=O)OC(C)(C)C)F